C(CCC)N1C(=[N+](C=C1)C)S(=O)(=O)O 1-butyl-3-methyl-imidazoliumsulfonic acid